C(CCC)N1C(CCC1)=O N-ButylPyrrolidone